C1(CCCC1)[C@@H]1C[C@H](N(C1)C(CNC(C1=CC=C(C=C1)OC1=CC=CC=C1)=O)=O)C(=O)OC methyl (2S,4S)-4-cyclopentyl-1-((4-phenoxybenzoyl)glycyl)pyrrolidine-2-carboxylate